C1(=CCCCC1)C1=NN(C=C1)C=1C=CC(=C(O\C(\C(=O)OC)=C/OC)C1)C methyl (Z)-2-[5-[3-(cyclohexen-1-yl)pyrazol-1-yl]-2-methyl-phenoxy]-3-methoxy-prop-2-enoate